tributylammonium tetrakis(4-fluorophenyl)borate (4-fluoro-phenyl)borate FC1=CC=C(C=C1)OB([O-])[O-].FC1=CC=C(C=C1)[B-](C1=CC=C(C=C1)F)(C1=CC=C(C=C1)F)C1=CC=C(C=C1)F.C(CCC)[NH+](CCCC)CCCC.C(CCC)[NH+](CCCC)CCCC.C(CCC)[NH+](CCCC)CCCC